FC=1C=CC(=C2CNC(NC12)=O)OC 8-fluoro-5-methoxy-3,4-dihydro-1H-quinazolin-2-one